(3R)-N-[3-[8-((3RS)-1-acetylpyrrolidin-3-yl)-2-(cyclopropylmethylamino)-7-oxopyrido[2,3-d]pyrimidin-6-yl]-2,4-difluorophenyl]-3-fluoropyrrolidine-1-sulfonamide C(C)(=O)N1C[C@@H](CC1)N1C(C(=CC2=C1N=C(N=C2)NCC2CC2)C=2C(=C(C=CC2F)NS(=O)(=O)N2C[C@@H](CC2)F)F)=O |&1:5|